BrC=1C=CC(=NC1)\C=N\S(=O)C(C)(C)C (E)-N-((5-bromopyridin-2-yl)methylene)-2-methylpropane-2-sulfinamide